tert-butyl 3-(5-chloro-2-formylphenoxy)benzoate ClC=1C=CC(=C(OC=2C=C(C(=O)OC(C)(C)C)C=CC2)C1)C=O